[(cis)-3-hydroxy-3-methylcyclobutyl]-4-(trifluoromethyl)-1,3-isoindolinedione OC1(CC(C1)N1C(C2=CC=CC(=C2C1=O)C(F)(F)F)=O)C